ethylene glycol e-tert.-Butyl ether C(C)(C)(C)OCCO